2-{2-[4-(3,3-bis-carboxypropyl)-phenyl]-ethyl}malonic acid C(=O)(O)C(CCC1=CC=C(C=C1)CCC(C(=O)O)C(=O)O)C(=O)O